FC(C1=NC(=NO1)C1=CC=C(C=C1)CN1C=NC(=C1)C=O)(F)F 1-[[4-[5-(trifluoromethyl)-1,2,4-oxadiazol-3-yl]phenyl]methyl]imidazole-4-carbaldehyde